bis-[p-(gamma-hydroxypropoxy)-phenyl]-propane OCCCOC1=CC=C(C=C1)C(C)(C)C1=CC=C(C=C1)OCCCO